6-(2-methoxyethoxy)-8-(methylamino)-3,4-dihydroisoquinoline-2(1H)-carboxylic acid tert-butyl ester C(C)(C)(C)OC(=O)N1CC2=C(C=C(C=C2CC1)OCCOC)NC